(S)-6-((4-((2-hydroxy-1-phenylethyl)amino)-5-(5-(pyridin-2-yl)-1,3,4-oxadiazol-2-yl)pyridin-2-yl)amino)-1-isopropyl-2-methyl-1,2-dihydro-3H-pyrazolo[3,4-b]pyridin-3-one OC[C@H](C1=CC=CC=C1)NC1=CC(=NC=C1C=1OC(=NN1)C1=NC=CC=C1)NC1=CC=C2C(=N1)N(N(C2=O)C)C(C)C